5-(2-amino-[1,2,4]triazolo[1,5-a]pyridin-7-yl)-N-(4-(4-chlorophenyl)-4-hydroxybut-2-yl)-3,4-difluoro-2-methylbenzamide NC1=NN2C(C=C(C=C2)C=2C(=C(C(=C(C(=O)NC(C)CC(O)C3=CC=C(C=C3)Cl)C2)C)F)F)=N1